C(C)OC(C(CCN1C(N2C(CN(CC2)C(=O)OC(C)(C)C)C1)=S)(C)C)=O tert-Butyl 2-(4-ethoxy-3,3-dimethyl-4-oxobutyl)-3-thioxohexahydroimidazo[1,5-a]pyrazine-7(1H)-carboxylate